4-{[4-(3-Chloro-benzenesulfonyl)-1,1-dioxo-1,2,3,4-tetrahydro-benzo[1,4]thiazine-6-carbonyl]-amino}-benzoic acid ClC=1C=C(C=CC1)S(=O)(=O)N1CCS(C2=C1C=C(C=C2)C(=O)NC2=CC=C(C(=O)O)C=C2)(=O)=O